4-[(3-chloro-4-methoxybenzyl)amino]-2-methylthio-N-(pyrimidine-2-ylmethyl)pyrimidine-5-carboxamide ClC=1C=C(CNC2=NC(=NC=C2C(=O)NCC2=NC=CC=N2)SC)C=CC1OC